C(C)(C)(C)OC(=O)N1C[C@@H](C([C@@H](C1)C)(F)F)CCCOC1=C2N(C(C(NC2=CC(=C1)NC1=NC(=NC=C1Cl)Cl)=O)=O)C (3S,5R)-3-(3-((7-((2,5-dichloropyrimidin-4-yl)amino)-4-methyl-2,3-dioxo-1,2,3,4-tetrahydroquinoxalin-5-yl)oxy)propyl)-4,4-difluoro-5-methylpiperidine-1-carboxylic acid tert-butyl ester